[Cl-].C(CCCCCCCCCCCCCCC)[N+](C)(C)C.[Ta] tantalum cetyl-trimethyl-ammonium chloride